3-(difluoromethyl)-5,6,7,8-tetrahydro-[1,2,4]triazolo[4,3-a]pyridine-7-carboxylic acid methyl ester COC(=O)C1CC=2N(CC1)C(=NN2)C(F)F